1,13-bis((1-(3-acetamidophenyl)-tetrazol-5-yl)thio)-4,7,10-trioxa-tridecane-2,12-diol C(C)(=O)NC=1C=C(C=CC1)N1N=NN=C1SCC(COCCOCCOCC(CSC1=NN=NN1C1=CC(=CC=C1)NC(C)=O)O)O